2,4-dibutyl-6-p-chlorophenyl-1,3,5-triazine C(CCC)C1=NC(=NC(=N1)CCCC)C1=CC=C(C=C1)Cl